CS(=O)(=O)OC[C@@H]1CN(CCCC1)C(=O)OC(C)(C)C tert-butyl (3S)-3-[(methanesulfonyloxy)methyl]azepane-1-carboxylate